FC1=CC2=C(OCCCN2C(CNC2=C(C#N)C(=CC(=N2)C(F)(F)F)C(F)(F)F)=O)C=C1F 2-((2-(7,8-difluoro-3,4-dihydrobenzo[b][1,4]oxazepin-5(2H)-yl)-2-oxoethyl)amino)-4,6-bis(trifluoromethyl)nicotinonitrile